O(C1=CC=CC=C1)C1(OP(=O)=N[C@H](C(=O)OC(C)C)C)C(C(=C(C(=C1F)F)F)F)F isopropyl (S)-2-(phenoxy-2,3,4,5,6-pentafluoro-phenoxy-phosphorylamino)-propionate